N-(1-phenyl-3-phenyl-2-propynyl)aniline C1(=CC=CC=C1)C(C#CC1=CC=CC=C1)NC1=CC=CC=C1